cis-1-benzyl-3-(4-(methoxycarbonyl)phenyl)cyclopentane-1-carboxylic acid C(C1=CC=CC=C1)[C@@]1(C[C@H](CC1)C1=CC=C(C=C1)C(=O)OC)C(=O)O